ClC=1C=C2CCN([C@@H](C2=C(C1)Cl)C)C(=O)[C@H]1CN(CCS1)C=1C=NC=CC1 |r| rac-((R)-6,8-dichloro-1-methyl-3,4-dihydroisoquinolin-2(1H)-yl)((R)-4-(pyridin-3-yl)thiomorpholin-2-yl)methanone